5-[[(2R,3S,4S,5S)-3-(3,4-Difluoro-2-methoxy-phenyl)-4,5-dimethyl-5-(trifluoromethyl)tetrahydrofuran-2-carbonyl]amino]pyridin-3-carboxamid FC=1C(=C(C=CC1F)[C@H]1[C@@H](O[C@@]([C@H]1C)(C(F)(F)F)C)C(=O)NC=1C=C(C=NC1)C(=O)N)OC